N1=CNC=2CN[C@@H](CC21)C(=O)OC (S)-methyl 4,5,6,7-tetrahydro-3H-imidazo[4,5-c]pyridine-6-carboxylate